FC1=C(C(=CC=2CCC(CC12)NCCC1CC(C1)=C)O)N1CC(NS1)=O 5-(1-fluoro-3-hydroxy-7-((2-(3-methylenecyclobutyl)ethyl)amino)-5,6,7,8-tetrahydronaphthalen-2-yl)-1,2,5-thiadiazolidin-3-one